methyl 5-methyl-4-oxotetrahydrofuran-3-carboxylate CC1C(C(CO1)C(=O)OC)=O